ICCC1=CC=C(C=C1)O 4-(2-iodoethyl)phenol